(2R,4R)-6-chloro-4-hydroxychroman-2-carboxylic acid ClC=1C=C2[C@@H](C[C@@H](OC2=CC1)C(=O)O)O